O1COCC2=C1C=CC(=C2)C(C2CCN(CCC2)C(=O)OCC)C2=CC1=C(OCOC1)C=C2 ethyl 4-(bis(4H-benzo[d][1,3]dioxin-6-yl)methyl)azepane-1-carboxylate